CS(=O)(=O)C1(CC1)C(=O)ONC(C(=O)OC)=N [(2-methoxy-2-oxo-ethanimidoyl)amino] 1-methylsulfonylcyclopropanecarboxylate